(methyl-(phenyl)amino)pyrimidine-4-carboxylic acid CN(C1=CC=CC=C1)C1=NC=CC(=N1)C(=O)O